CC1=C(OCC(=O)OCCCC)C(=CC(=C1)\C=C\C(=O)C1=CC=C(C=2C=COC21)SC)C butyl (E)-2-(2,6-dimethyl-4-(3-(4-(methylthio)benzofuran-7-yl)-3-oxoprop-1-en-1-yl)phenoxy)acetate